1-butyl-3-methylimidazolium monosulfate S(=O)(=O)([O-])[O-].C(CCC)N1C=[N+](C=C1)C.C(CCC)N1C=[N+](C=C1)C